(s,s)-tartaric acid C([C@@H](O)[C@H](O)C(=O)O)(=O)O